CC1(N)C(C=CC=C1)C 1,2-dimethylaniline